NC=1C2=C(N=CN1)N(C(=C2C(=O)NC2=CC=C(C=C2)COC)Br)C2(CC2)C 4-amino-6-bromo-N-[4-(methoxymethyl)phenyl]-7-(1-methylcyclopropyl)-7H-pyrrolo[2,3-d]pyrimidine-5-carboxamide